O=C1NC(CCC1C1=C(C=C(C=C1F)N1CCC(CC1)CC=O)F)=O 2-(1-(4-(2,6-dioxopiperidin-3-yl)-3,5-difluorophenyl)piperidin-4-yl)acetaldehyde